N-[2-(tert-Butoxycarbonyloxyamino)ethyl]-N-[2-oxo-2-(2-oxo-3H-1,3-benzooxazol-6-yl)ethyl]carbamic acid benzyl ester C(C1=CC=CC=C1)OC(N(CC(C1=CC2=C(NC(O2)=O)C=C1)=O)CCNOC(=O)OC(C)(C)C)=O